ClC=1C(=C(CNC(CN[C@@H](CO)C(C)C)=O)C=CC1)F (R)-N-(3-chloro-2-fluorobenzyl)-2-((1-hydroxy-3-methylbut-2-yl)amino)acetamide